C(C)(=O)N1[C@H](CCC1)C=1N=CN(C1)C1=C(C=C(C=N1)NC(CN1N=C(C=C1C)C(F)(F)F)=O)F |o1:4| (R or S)-N-(6-(4-(1-acetylpyrrolidin-2-yl)-1H-imidazol-1-yl)-5-fluoropyridin-3-yl)-2-(5-methyl-3-(trifluoromethyl)-1H-pyrazol-1-yl)acetamide